OC=1C(=NC=C(C1)C=1C=C2C=CN=CC2=CC1)C(=O)NCC(C(=O)O)(C)C 3-(3-Hydroxy-5-(isoquinolin-6-yl)pyridinecarboxamido)-2,2-dimethylpropionic acid